S1C=NC2=C1C(=CC=C2)CCC[C@H]2C[C@H]1N(CCN(C1)C1=C(C=NC=C1)F)C2=O (7S,8aR)-7-(3-(benzo[d]thiazol-7-yl)propyl)-2-(3-fluoropyridin-4-yl)hexahydropyrrolo[1,2-a]pyrazin-6(2H)-one